C(#N)C1=C(C=CC(=C1)C(F)(F)F)N1CCC(CC1)(C(=O)NC[C@H]1N(C[C@H](C1)F)C)C=1C=NC(=CC1)C=1N(C=CC1)C 1-[2-cyano-4-(trifluoromethyl)phenyl]-N-{[(2s,4s)-4-fluoro-1-methylpyrrolidin-2-yl]methyl}-4-[6-(1-methyl-1H-pyrrol-2-yl)pyridin-3-yl]piperidine-4-carboxamide